2'-((1-methylethylidene)bis(4,1-phenyleneoxymethylene))bisoxirane di-tert-butyl[(3S)-4-oxo-4-(piperazin-1-yl)butane-1,3-diyl]biscarbamate C(C)(C)(C)N(C(O)=O)CC[C@@H](C(N1CCNCC1)=O)N(C(O)=O)C(C)(C)C.CC(C)(C1=CC=C(C=C1)OCC1OC1)C1=CC=C(C=C1)OCC1OC1